C(#N)C=1C=C(C=CC1F)NC(=O)N1CC=2C(=NN3C2C=2C(CC(C3)=C)=CON2)CC1 N-(3-Cyano-4-fluorophenyl)-5-methylene-5,6,9,10-tetrahydro-4H-isoxazolo[3,4-c]-pyrido[4',3':3,4]pyrazolo[1,5-a]azepine-11(12H)-carboxamide